tert-Butyl N-[7-[3-(2,7-dioxoazepan-3-yl)-2-oxo-imidazo[4,5-b]pyridin-1-yl]heptyl]carbamate O=C1NC(CCCC1N1C(N(C=2C1=NC=CC2)CCCCCCCNC(OC(C)(C)C)=O)=O)=O